N(CCO)(CCO)CCO.C(CCCCCCCCCCCCC)NCCC(=O)O N-myristyl-β-aminopropionic acid triethanolamine salt